(S)-2-amino-3-(3-methylsulfonylphenyl)propionic acid N[C@H](C(=O)O)CC1=CC(=CC=C1)S(=O)(=O)C